trans-6-(6-chloro-4-(6-(methoxymethyl)morpholin-2-yl)pyridin-2-yl)-N-methylpyrimidine-4-carboxamide ClC1=CC(=CC(=N1)C1=CC(=NC=N1)C(=O)NC)[C@@H]1CNC[C@H](O1)COC